nickel cobalt aluminum oxide [O-2].[Al+3].[Co+2].[Ni+2]